F[B-](F)(F)F.C(CC1=CC=CC=C1)N phenethylamine tetrafluoroborate